C(CCCCCCCCCCCCCCCCCCCCCCCCCCCCCCCCCCCC)(=O)OCCCCCCCCCCCCC Tridecyl Heptatriacontanoate